4-amino-3-chloro-6-(4-(difluoromethoxy)-3-fluorophenyl)-5-fluoropyridine-2-carboxylic acid NC1=C(C(=NC(=C1F)C1=CC(=C(C=C1)OC(F)F)F)C(=O)O)Cl